2-(((1R,5S,6r)-3-(6-amino-5-((2-amino-3-chloropyridin-4-yl)thio)pyrazin-2-yl)-6-(4-methylthiazol-2-yl)-3-azabicyclo[3.1.0]hexan-6-yl)methyl)isoindoline-1,3-dione NC1=C(N=CC(=N1)N1C[C@H]2C([C@H]2C1)(C=1SC=C(N1)C)CN1C(C2=CC=CC=C2C1=O)=O)SC1=C(C(=NC=C1)N)Cl